BrCC1=NN(C(=C1)C1=CC(=CC=C1)OCC(C)C)C1=CC=CC=C1 3-(bromomethyl)-5-[3-(2-methyl-propoxy)phenyl]-1-phenyl-1H-pyrazole